ClC=1C=CC(=C(C1)C1=NN(C=C1NC(=O)C=1C=NN2C1N=CC=C2)C[C@@H](CN2CCCC2)O)OC (R)-N-(3-(5-chloro-2-methoxyphenyl)-1-(2-hydroxy-3-(pyrrolidin-1-yl)propyl)-1H-pyrazol-4-yl)pyrazolo[1,5-a]pyrimidine-3-carboxamide